tert-butyl (S)-7-(4-(5-fluoro-2-(((trifluoromethyl)sulfonyl)oxy)phenyl)piperidin-1-yl)-5-oxa-2-azaspiro[3.4]octane-2-carboxylate FC=1C=CC(=C(C1)C1CCN(CC1)[C@@H]1COC2(CN(C2)C(=O)OC(C)(C)C)C1)OS(=O)(=O)C(F)(F)F